[OH-].C1(=CC=CC=C1)CCC[NH+](CCC)CCC phenylpropyldipropylammonium hydroxide